(2S)-2-({2-methyl-5-[(pyridin-2-yl)methoxy]-1-benzothiophen-3-yl}formamido)propanamide CC=1SC2=C(C1C(=O)N[C@H](C(=O)N)C)C=C(C=C2)OCC2=NC=CC=C2